The molecule is a ketohexose often involved in the commercial production of vitamin C. It has been found to occur naturally in grapes. It has a role as a plant metabolite. C(C(C(C(C(=O)CO)O)O)O)O